dibenzyl ((ethane-1,2-diylbis(benzylazane-diyl))bis(ethane-2,1-diyl))dicarbamate dihydrochloride Cl.Cl.C(CN(CC1=CC=CC=C1)CCNC(OCC1=CC=CC=C1)=O)N(CC1=CC=CC=C1)CCNC(OCC1=CC=CC=C1)=O